4-(3-trifluoromethylbenzyl)piperazinamide FC(C=1C=C(CN2CCN(CC2)C(=O)N)C=CC1)(F)F